ClC1=CC(C(=C(N1CC)C1=CC(=C(C=C1)Cl)C#N)C(=O)O)=O 6-chloro-2-(4-chloro-3-cyano-phenyl)-1-ethyl-4-oxo-pyridine-3-carboxylic acid